BrC1=CC=C(C=C1)S(=O)(=O)C(CCCC(CCC)S(=O)F)=C 8-((4-bromophenyl)sulfonyl)-(methylene)octane-4-sulfinyl fluoride